(2-(methoxymethoxy)phenyl)boronic acid COCOC1=C(C=CC=C1)B(O)O